4-(5-(trifluoromethyl)pyridin-2-yloxy)anilineacrylic acid 2-ethanesulfonate CCS(=O)(=O)O.FC(C=1C=CC(=NC1)OC1=CC=C(NC=CC(=O)O)C=C1)(F)F